ethyl (3-methylpyridin-2-yl)acetate CC=1C(=NC=CC1)CC(=O)OCC